O.[Na+].[Na+].C(=O)C1=C(C=C(C=C1)S(=O)(=O)[O-])S(=O)(=O)[O-] 4-formylbenzene-1,3-disulfonic acid disodium salt hydrate